1,1-dimethylethyl (2-hydroxy ethyl)methylcarbamate OCCN(C(OC(C)(C)C)=O)C